ClC1=CC=C(C=C1)N1N=C(C=C1)OCCN(C(=O)Cl)C1=NC=NC2=CC=CC=C12 2-(1-(4-chlorophenyl)-1H-pyrazol-3-oxy)ethyl-(quinazolin-4-yl)carbamoyl chloride